C(C)(=O)NC(C(=O)O)CC1=C(NC2=CC=CC=C12)C=CC1(SCCCS1)C1=CC(=CC=C1)Cl 2-acetamido-3-(2-(2-(2-(3-chlorophenyl)-1,3-dithian-2-yl)vinyl)-1H-indol-3-yl)propanoic acid